(S)-N-(1-(5-cyanopyrimidin-2-yl)ethyl)-2-(6-fluoro-2,4-dioxo-1,4-dihydroquinazolin-3(2H)-yl)acetamide C(#N)C=1C=NC(=NC1)[C@H](C)NC(CN1C(NC2=CC=C(C=C2C1=O)F)=O)=O